C[C@@H](CC(=O)O)C(=O)O (S)-(-)-METHYLSUCCINIC ACID